C(C)(=O)OCC(=O)N(CCC1=C2C(=NC=3C=C4C(=CC13)OCO4)C4=CC1=C(C(N4C2)=O)COC([C@]1(O)CC)=O)CC (S)-2-(ethyl(2-(7-ethyl-7-hydroxy-8,11-dioxo-7,8,11,13-tetrahydro-10H-[1,3]dioxolo[4,5-g]pyrano[3',4':6,7]indolizino[1,2-b]quinolin-14-yl)ethyl)amino)-2-oxoethyl acetate